7-(((1r,3r)-3-aminocyclobutyl)amino)-1-ethoxy-2,6-naphthyridine-3-carbonitrile NC1CC(C1)NC1=NC=C2C=C(N=C(C2=C1)OCC)C#N